FC1=C(C=CC(=C1)N1C[C@H](NCC1)C)N1C(=NC(=C1)C1=NC(=NC=C1C(F)(F)F)NC1CCN(CC1)S(=O)(=O)C)C (R)-4-(1-(2-Fluoro-4-(3-methyl-piperazin-1-yl)-phenyl)-2-methyl-1H-imidazol-4-yl)-N-(1-(methyl-sulfonyl)piperidin-4-yl)-5-(trifluoro-methyl)pyrimidin-2-amine